2-methyl-5-(6-methyl-2,6-diazaspiro[3.4]octane-2-yl)benzoic acid CC1=C(C(=O)O)C=C(C=C1)N1CC2(C1)CN(CC2)C